N1C(CC1)C(=O)O azetidin-2-carboxic acid